3-chloro-N-(2-fluoro-3-(quinoxaline-6-carbonyl)phenyl)-4-(trifluoromethyl)benzamide ClC=1C=C(C(=O)NC2=C(C(=CC=C2)C(=O)C=2C=C3N=CC=NC3=CC2)F)C=CC1C(F)(F)F